Methylacrylate sodium salt [Na].COC(C=C)=O